O=C1C(=NC=CN1)N[C@@H]1C[C@H](CC1)NC1=CC=C(C=N1)N1C(C=CC=C1)=O 6'-(((1S,3S)-3-((3-Oxo-3,4-dihydropyrazin-2-yl)amino)cyclopentyl)amino)-2H-[1,3'-bipyridin]-2-one